BrC=1C(=C(C(=CC1)C)NC(C1=C(C=CC=C1C)C)=O)C N-(3-bromo-2,6-dimethylphenyl)-2,6-dimethylbenzamide